N-(4-chlorophenyl)-5-(4-(trifluoromethyl)phenyl)nicotinamide ClC1=CC=C(C=C1)NC(C1=CN=CC(=C1)C1=CC=C(C=C1)C(F)(F)F)=O